SCCC(=O)OCC(COC(CCS)=O)(COC(CCS)=O)CO pentaerythritol tri-(3-mercaptopropionate)